CC=1NC(=C(C1C(C)=O)C1=CC=CC=C1)C1=CC=2C(=NC(=CC2)N2CCN(CC2)C)N1 1-{2-methyl-5-[6-(4-methylpiperazin-1-yl)-1H-pyrrolo[2,3-b]pyridin-2-yl]-4-phenyl-1H-pyrrol-3-yl}ethan-1-one